C1(CC1)N1N=C(C2=C1C(NN=C2)=O)C 1-cyclopropyl-3-methyl-1,6-dihydro-7H-pyrazolo[3,4-d]pyridazin-7-one